C(=O)O.C(#N)C(C)(C)C1=CC(=NC=C1)C(=O)NC=1C(=CC(=C(C1)C1=CC2=C(N=C(N=C2)NC(OC(C)C)=O)N2C1=NCC2)C)F isopropyl (6-(5-(4-(2-cyanopropan-2-yl)picolinamido)-4-fluoro-2-methylphenyl)-8,9-dihydroimidazo[1',2':1,6]pyrido[2,3-d]pyrimidin-2-yl)carbamate formic acid salt